8-chloro-3-(3-oxo-3-(4-(3-(trifluoromethyl)phenyl)piperazin-1-yl)propyl)-3,5-dihydro-4H-pyrimido[5,4-b]indol-4-one ClC1=CC=2C3=C(NC2C=C1)C(N(C=N3)CCC(N3CCN(CC3)C3=CC(=CC=C3)C(F)(F)F)=O)=O